BrC=1C=C(C(NC1C(F)(F)F)=O)C(=O)NC1C2=CC=C(C=C2OC=2C=C(C=CC12)C)C 5-bromo-N-(3,6-dimethyl-9H-xanthen-9-yl)-2-oxo-6-(trifluoromethyl)-1,2-dihydropyridine-3-carboxamide